ClC1=NC=C(C(=C1)N[C@H](CCO)C)C#CC=1C(=NN(C1)C)OC (S)-3-((2-Chloro-5-((3-methoxy-1-methyl-1H-pyrazol-4-yl)ethynyl)pyridin-4-yl)amino)butan-1-ol